NC1=C(C=CC=C1C(=O)O)C(=O)O 2-aminobenzene-1,3-dicarboxylic acid